(R)-N-(2-(3-Hydroxy-3-methylbutyl)-5-(3-hydroxypyrrolidin-1-yl)-1-methyl-1H-benzo[d]imidazole-6-yl)-6-(trifluoromethyl)picolinamide OC(CCC1=NC2=C(N1C)C=C(C(=C2)N2C[C@@H](CC2)O)NC(C2=NC(=CC=C2)C(F)(F)F)=O)(C)C